6-ethyl-2,6-diazaspiro[3.5]nonan C(C)N1CC2(CNC2)CCC1